(S)-2-amino-3-(1H-pyrrolo[2,3-c]pyridin-3-yl)propanoic acid N[C@H](C(=O)O)CC1=CNC2=CN=CC=C21